ClC1=NC=C(C(=N1)NC1=C(C=CC(=C1)[N+](=O)[O-])F)N1CCOCC1 2-chloro-N-(2-fluoro-5-nitrophenyl)-5-morpholinopyrimidin-4-amine